C(C)OCCOCC 2-(2-ethoxyethoxy)ethan